ethylene phosphate P1(=O)(OCCO1)[O-]